C(CC\C=C/CCCCC)C(C(CCCC=CCCCCC)O)CCCC=CCCCCC 12-((Z)-dec-4-enyl)docosa-6,16-dien-11-ol